BrC1=CC=C(C=C1)NC(C1=CC=C(C=C1)/C=N/NC(C1=CN=CC=C1)=O)=O (E)-N-(4-bromophenyl)-4-((2-nicotinoylhydrazono)methyl)benzamide